C[SiH2]CCC1=CC=C(C=C1)C methyl-(4-methylphenylethyl)silane